2-({4-[N-(3-bromo-4-fluorophenyl)-N'-hydroxycarbamimidoyl]-1,2,5-oxadiazol-3-yl}sulfanyl)-N-[(1R,2R)-2-hydroxy-1-(hydroxymethyl)propyl]acetamide BrC=1C=C(C=CC1F)NC(=NO)C=1C(=NON1)SCC(=O)N[C@@H]([C@@H](C)O)CO